N-[2-benzyloxy-2-(trifluoromethyl)pent-4-enoyl]-3-bromo-6-pent-4-enoxy-5-(trifluoromethyl)pyridine-2-carbohydrazide C(C1=CC=CC=C1)OC(C(=O)N(N)C(=O)C1=NC(=C(C=C1Br)C(F)(F)F)OCCCC=C)(CC=C)C(F)(F)F